methyl 3-fluoro-5-isopropoxy-4-nitrobenzoate FC=1C=C(C(=O)OC)C=C(C1[N+](=O)[O-])OC(C)C